N1=C(C=CC(=C1)NC(C1=C(C=CC(=C1)C#N)F)=O)C=1C=NC=CC1 N-([2,3'-bipyridyl]-5-yl)-5-cyano-2-fluorobenzamide